CC1C(C=2C=CC3=C(C4=C(S3)C=CC=C4)C2C1)O 2,3-dihydro-2-methyl-1H-benzo[b]indeno[4,5-d]thiophen-3-ol